3-((1-(2-methoxyethyl)-1H-pyrazol-4-yl)methyl)-N-(1-methylcyclopropyl)-2,4-dioxo-1,2,3,4-tetrahydrothieno[2,3-d]pyrimidine-6-sulfonamide COCCN1N=CC(=C1)CN1C(NC2=C(C1=O)C=C(S2)S(=O)(=O)NC2(CC2)C)=O